COC(=O)C1=CC=C2C=NN(C2=C1)COCC[Si](C)(C)C 1-{[2-(trimethylsilyl)ethoxy]methyl}-1H-indazole-6-carboxylic acid methyl ester